C(C)(C)(C)C1=CC=C(C=C1)[C@H]1OC2=CC(=NC(NS(C=3C=CC=C(C(N(C1)C)=O)C3)(=O)=O)=N2)C2=C(C=CC=C2C)C |r| Racemic-10-(4-tert-Butylphenyl)-6-(2,6-dimethylphenyl)-12-methyl-2,2-dioxo-9-oxa-2λ6-thia-3,5,12,19-tetrazatricyclo[12.3.1.14,8]nonadeca-1(18),4(19),5,7,14,16-hexaen-13-one